CC=1C=C(N)C=C(C1)OCCC(F)(F)F 3-methyl-5-(3,3,3-trifluoropropoxy)aniline